S-[2,3-bis(lauroyloxy)propyl]cysteine C(CCCCCCCCCCC)(=O)OC(CSC[C@H](N)C(=O)O)COC(CCCCCCCCCCC)=O